C(C1=CC=CC=C1)OC1=NN(C=C1)C1CCN(CC1)CC1=NC2=C(N1C[C@H]1OCC1)C=CC=C2 (S)-2-((4-(3-(benzyloxy)-1H-pyrazol-1-yl)piperidin-1-yl)methyl)-1-(oxetan-2-ylmethyl)-1H-benzo[d]imidazole